N-(5-(3-(9H-purin-6-yl)pyridin-2-ylamino)-2-fluorophenyl)-4-methoxy-3-(trifluoromethoxy)benzamide N1=CN=C2NC=NC2=C1C=1C(=NC=CC1)NC=1C=CC(=C(C1)NC(C1=CC(=C(C=C1)OC)OC(F)(F)F)=O)F